C(C1=CC=CC=C1)OC1=CC=C2CCCC3(CCC=4C(=NC(=NC4C3)OC[C@H]3N(CCC3)C)N3[C@H](CN(CC3)C(C3=CC=CC=C3)(C3=CC=CC=C3)C3=CC=CC=C3)COC)C2=C1 7-(benzyloxy)-4'-((R)-2-(methoxymethyl)-4-tritylpiperazin-1-yl)-2'-(((S)-1-methylpyrrolidin-2-yl)methoxy)-3,4,5',8'-tetrahydro-2H,6'H-spiro[naphthalene-1,7'-quinazoline]